BrC=1C=C2C(NC(=NC2=C(C1)CC)C=1C=C2C(=CN1)SC=C2)=O 6-bromo-8-ethyl-2-thieno[2,3-c]pyridin-5-yl-3H-quinazolin-4-one